3-(6-bromo-chroman-2-yl)-propionic acid ethyl ester C(C)OC(CCC1OC2=CC=C(C=C2CC1)Br)=O